6-(4-chlorophenyl)-7-propan-2-yl-5H-pyrrolo[2,3-b]pyrazine ClC1=CC=C(C=C1)C1=C(C=2C(=NC=CN2)N1)C(C)C